N-(3-(4-bromo-3-nitro-1H-pyrazol-1-yl)-4-fluorophenyl)acrylamide BrC=1C(=NN(C1)C=1C=C(C=CC1F)NC(C=C)=O)[N+](=O)[O-]